FC(C(C(C(C(C(C(C(F)(F)F)(F)F)(F)F)(F)F)(F)F)(F)F)(F)F)(C1(C(=CC(=CC1)C(C(C(C(C(C(C(C(F)(F)F)(F)F)(F)F)(F)F)(F)F)(F)F)(F)F)(F)F)C=1C(=CC=CC1)C1=CC=CC=C1)C1=CC(=CC=C1C=O)C=O)F 2,5-bis(perfluorooctyl)-terphenyl-terephthalaldehyde